CC/C=C\\C[C@@H]1[C@@H](CCC1=O)CCCCCCCC(=O)O The molecule is a carbocyclic fatty acid that is octanoic (caprylic) acid substituted at position 8 by a 3-oxo-2-{(Z)-pent-2-en-1-yl}cyclopentyl group (the 1R,2R-diastereomer). It is a carbocyclic fatty acid, an oxo fatty acid and a monounsaturated fatty acid. It derives from an octanoic acid. It is a conjugate acid of an 8-[(1R,2R)-3-oxo-2-{(Z)-pent-2-en-1-yl}cyclopentyl]octanoate.